C1(CCCCC1)CC1C(OC(C1)C)=O 3-cyclohexylmethyl-5-methyl-dihydro-furan-2-one